[2-3H]-glucose O=C[C@](O)([C@@H](O)[C@H](O)[C@H](O)CO)[3H]